C(C)(C)(C)OC(=O)N1C2CN(CC1CC2)C(=O)C=2N=C1N(C=CC(=C1)Br)C2 3-(7-Bromoimidazo[1,2-a]pyridine-2-carbonyl)-3,8-diazabicyclo[3.2.1]octane-8-carboxylic acid tert-butyl ester